(1ar,6ar)-4-methylenehexahydrocyclopropa[b]pyrrolizin C=C1CN2[C@H]3[C@@H](CC2C1)C3